BrCC1C2(C13CC3)CC2 7-(bromomethyl)dispiro[2.0.24.13]Heptane